(2S)-1-{7-[(3β)-cholest-5-en-3-yloxy]heptyloxy}-3-[(4Z)-dec-4-en-1-yloxy]-N,N-dimethylpropan-2-amine CC(C)CCC[C@@H](C)[C@H]1CC[C@H]2[C@@H]3CC=C4C[C@H](CC[C@]4(C)[C@H]3CC[C@]12C)OCCCCCCCOC[C@@H](COCCC\C=C/CCCCC)N(C)C